FC12CCC(CC1)(C2)C(=O)N2C[C@H]1OC3=C([C@@H]2C1)C=NC=C3C#CCC3(COC3)C (4-fluorobicyclo[2.2.1]heptan-1-yl)((2S,5S)-9-(3-(3-methyloxetan-3-yl)prop-1-yn-1-yl)-2,3-dihydro-2,5-methanopyrido[3,4-f][1,4]oxazepin-4(5H)-yl)methanone